t-butyl [4-(4,4,5,5-tetramethyl-1,3,2-dioxaboronan-2-yl)-1H-pyrazol-1-yl]acetate CC1(OB(OCCCCC1(C)C)C=1C=NN(C1)CC(=O)OC(C)(C)C)C